C12CN(CC(CC1)N2)C=2N=C(C(=C1C(=C(N=CC21)C2=CC(=CC1=CC=C(C(=C21)C#C)F)O)F)C([2H])([2H])[2H])C 4-[8-(3,8-diazabicyclo[3.2.1]octan-3-yl)-4-fluoro-6-methyl-5-(trideuteriomethyl)-2,7-naphthyridin-3-yl]-5-ethynyl-6-fluoro-naphthalen-2-ol